2,5,7,9-tetrahydro-1,6-methanopyrido[1,2-b][1,2,5]triazonine-10-carboxamide N12N3C(CN(CC=CC1)C2)=CCC(=C3)C(=O)N